Racemic-1-(3-(aminomethyl)phenyl)-N-(3-(((cyclopropylmethyl)amino)(2-methoxynaphthalen-1-yl)methyl)phenyl)-3-(trifluoromethyl)-1H-pyrazole-5-carboxamide dihydrochloride Cl.Cl.NCC=1C=C(C=CC1)N1N=C(C=C1C(=O)NC1=CC(=CC=C1)[C@H](C1=C(C=CC2=CC=CC=C12)OC)NCC1CC1)C(F)(F)F |r|